[6-(trifluoromethyl)pyridazin-3-yl]amine FC(C1=CC=C(N=N1)N)(F)F